Pyridin-3-yl trifluoromethanesulfonate FC(S(=O)(=O)OC=1C=NC=CC1)(F)F